O.O.N ammonia dihydrate